C1(CC1)OC=1C(=C(C=O)C=CC1)NC 3-CYCLOPROPOXY-2-(METHYLAMINO)BENZALDEHYDE